1,3-dichloro-2-propanol-D5 [2H]C([2H])(C([2H])(C([2H])([2H])Cl)O)Cl